N-1H-indol-6-yl-N'-(4-phenyl-3,4-dihydro-2H-1,4-benzoxazin-7-yl)sulfuric diamide N1C=CC2=CC=C(C=C12)NS(NC1=CC2=C(N(CCO2)C2=CC=CC=C2)C=C1)(=O)=O